BrC=1C=CC(=NC1)OCCN1CCCCC1 5-bromo-2-(2-(piperidin-1-yl)ethoxy)pyridine